NC=1C(=C(C=CC1)CC=1C(OC2=CC(=C(C=C2C1C)F)O)=O)F 3-[(3-amino-2-fluoro-phenyl)methyl]-6-fluoro-7-hydroxy-4-methyl-chromen-2-one